2-fluoro-1-(3-(3-(4-(trifluoromethyl)phenyl)-1H-pyrazolo[4,3-b]pyridin-1-yl)azetidin-1-yl)propan-2-en-1-one FC(C(=O)N1CC(C1)N1N=C(C2=NC=CC=C21)C2=CC=C(C=C2)C(F)(F)F)=C